4-(cyclohexylthio)cyclohexanone C1(CCCCC1)SC1CCC(CC1)=O